difluoro-2-(naphthalen-1-yl)acetic acid ethyl ester C(C)OC(C(C1=CC=CC2=CC=CC=C12)(F)F)=O